7-[2,6-bis(2,4,6-trimethoxyphenyl)phenyl]-7-phosphadispiro[5.1.58.36]Hexadecan-15-one COC1=C(C(=CC(=C1)OC)OC)C1=C(C(=CC=C1)C1=C(C=C(C=C1OC)OC)OC)P1C2(CCCCC2)CC(CC12CCCCC2)=O